BrC=1C(=C(C=C(C1)F)C1=NC(=C(C=O)C=C1)OC)Cl 6-(3-bromo-2-chloro-5-fluorophenyl)-2-methoxynicotinaldehyde